CC(C)C1=CC(=NN1)C(=O)C1=NNC(=C1)C(C)C [5-(propan-2-yl)-1H-pyrazol-3-yl]Ketone